N1(CC(C1)N1C[C@H]([C@@H](CC1)N1N=C(C=2C1=NC=NC2N)C2=CC=C(C=C2)OC2=CC=CC=C2)F)C2CNC2 1-((3R,4R)-1-([1,3'-biazetidin]-3-yl)-3-fluoropiperidin-4-yl)-3-(4-phenoxyphenyl)-1H-pyrazolo[3,4-d]pyrimidin-4-amine